FC1=CC=C(C=C1)C1=NN(C=C1C=1C2=C(N=CN1)OC(=C2)C2=CC=CC=C2)[C@H]2C(N(CC2)C)=O (3R)-3-[3-(4-fluorophenyl)-4-(6-phenylfuro[2,3-d]pyrimidin-4-yl)-1H-pyrazol-1-yl]-1-methylpyrrolidin-2-one